pyridin-2-yl-piperazine-1-carboxamide N1=C(C=CC=C1)C1N(CCNC1)C(=O)N